2-fluoro-2,3-dihydro-1-indenone FC1C(C2=CC=CC=C2C1)=O